ClC1(NSC=C1Cl)C(=O)N 3,4-dichloroisothiazolamide